C(C)C(C[Zn]CC)CC.[Zn] zinc diethyl-(diethyl-zinc)